N-(4-amino-1-tetrahydropyran-2-yl-pyrazolo[4,3-c]pyridin-7-yl)-N'-ethyl-N'-[1-[2-methyl-4-(trifluoromethyl)phenyl]ethyl]oxamide Copper [Cu].NC1=NC=C(C2=C1C=NN2C2OCCCC2)NC(=O)C(=O)N(C(C)C2=C(C=C(C=C2)C(F)(F)F)C)CC